N-methyl-3-(trifluoromethoxy)aniline CNC1=CC(=CC=C1)OC(F)(F)F